ClCC1N=NC(N1)=O 3-chloromethyl-1,2,4-triazolin-5-one